3-hydroxy-7-methyloctanoic acid OC(CC(=O)O)CCCC(C)C